6,7-dichloro-3-(pyridazin-3-ylmethyl)-4,9-dihydro-1H-pyrrolo[3,2-h][2,1,3]benzothiadiazine 2,2-dioxide ClC=1C2=C(C3=C(CN(S(N3)(=O)=O)CC=3N=NC=CC3)C1)NC=C2Cl